ClC1=C2C=C(NC2=CC(=C1OCC1=CC=C(C=C1)C(F)(F)F)Cl)C(=O)O 4,6-Dichloro-5-((4-(trifluoromethyl)benzyl)oxy)-1H-indole-2-carboxylic acid